2-[[2-[[4-[(E)-3-Oxo-3-phenyl-1-propenyl]benzoyl]amino]-3-phenylpropanoyl]amino]-4-methylpentanoic acid O=C(/C=C/C1=CC=C(C(=O)NC(C(=O)NC(C(=O)O)CC(C)C)CC2=CC=CC=C2)C=C1)C1=CC=CC=C1